ethyl 3-(5-(1-aminoisoquinolin-5-yl)-3-((2-(2-ethoxy-2-oxoethyl)phenoxy)methyl)-1H-indazol-1-yl)pyrrolidine-1-carboxylate NC1=NC=CC2=C(C=CC=C12)C=1C=C2C(=NN(C2=CC1)C1CN(CC1)C(=O)OCC)COC1=C(C=CC=C1)CC(=O)OCC